COC(C1=CC(=C(C=C1)C1=CN(C2=NC=C(C=C21)C=2C(=NOC2C)C)[C@@H](C)C2=NC=CC=C2)C#CC2CC2)=O (S)-3-(cyclopropylethynyl)-4-(5-(3,5-dimethylisoxazol-4-yl)-1-(1-(pyridin-2-yl)ethyl)-1H-pyrrolo[2,3-b]pyridin-3-yl)benzoic acid methyl ester